N1=CN=CC2=C1NC1=C(C=CC=C21)C(=O)O 9H-pyrimido[4,5-b]Indole-8-carboxylic acid